C(CCC=C)OC(=O)C(C)C(CC=CC)C(=O)OCCCC=C hept-5-ene-2,3-dicarboxylic acid di(4-pentenyl) ester